4-(5-(3-((5-cyano-4-(4-fluorophenyl)thiazol-2-yl)(methyl)amino)-2-ethylimidazo[1,2-a]pyridin-6-yl)pyridin-2-yl)-N-(piperidin-4-yl)piperazine-1-carboxamide C(#N)C1=C(N=C(S1)N(C1=C(N=C2N1C=C(C=C2)C=2C=CC(=NC2)N2CCN(CC2)C(=O)NC2CCNCC2)CC)C)C2=CC=C(C=C2)F